N,N-diethyl-leucylaminonaphthalenesulfonic acid C(C)N([C@@H](CC(C)C)C(=O)NC1=C(C2=CC=CC=C2C=C1)S(=O)(=O)O)CC